O=C1CCC2(CC2C(=O)O)CC1 6-oxospiro[2.5]octane-1-carboxylic acid